N[C@H]1CN(CCC1)C(=O)C1=CC2=C(N(C(=N2)C2=CC=3C(=NC(=CC3)[C@@H](C)NC(C3=CC=CC=C3)=O)N2CC2CC2)C)C(=C1)OC N-((R)-1-(2-(5-((R)-3-aminopiperidine-1-carbonyl)-7-methoxy-1-methyl-1H-benzo[d]imidazol-2-yl)-1-(cyclopropylmethyl)-1H-pyrrolo[2,3-b]pyridin-6-yl)ethyl)benzamide